5,7,4-Trihydroxy-3,6-dimethoxy-3-prenylflavone CC(=CCC1=C(C=CC(=C1)C2=C(C(=O)C3=C(O2)C=C(C(=C3O)OC)O)OC)O)C